propyl alpha-hydroxydecanoate OC(C(=O)OCCC)CCCCCCCC